BrC1=CC=C(C[C@H]2C[C@@H](N(C2)C(=O)OC(C)(C)C)C(=O)O)C=C1 (2R,4S)-4-(4-bromobenzyl)-1-(tert-butoxycarbonyl)pyrrolidine-2-carboxylic acid